NC=1C=C(C(=NC1)N1N=C(C(=C1)C1=CN=C(N1C)C(=O)NC1=CC(=C(C=C1)C(=O)N1CCN(CC1)C(=O)C1CCNCC1)Cl)C(F)(F)F)F 5-[1-(5-amino-3-fluoro-2-pyridyl)-3-(trifluoromethyl)pyrazol-4-yl]-N-[3-chloro-4-[4-(piperidine-4-carbonyl)piperazine-1-carbonyl]phenyl]-1-methyl-imidazole-2-carboxamide